(3S,4R)-4-((5-chloro-4-(4-fluoro-2-(2-hydroxypropan-2-yl)-7-isopropylbenzo[d]thiazol-6-yl)pyrimidin-2-yl)amino)tetrahydro-2H-pyran-3-ol ClC=1C(=NC(=NC1)N[C@H]1[C@@H](COCC1)O)C1=C(C2=C(N=C(S2)C(C)(C)O)C(=C1)F)C(C)C